BrC=1C=C(C=CC1)N1C([C@H](CC1)O)=O (S)-1-(3-bromophenyl)-3-hydroxypyrrolidin-2-one